NCCCOC1=C(C(=NC=C1)OC)C1=CC(=NN1)NC=1N=CC(=NC1)C#N 5-((5-[4-(3-aminopropoxy)-2-methoxypyridin-3-yl]-1H-pyrazol-3-yl)amino)pyrazine-2-carbonitrile